FC=1C=C(C=CC1C(Cl)(Cl)Cl)CC(=O)O 2-(3-fluoro-4-(trichloromethyl)phenyl)acetic acid